C(=C)OC(C1=CC=CC=C1)=O vinyl-benzoate